CC(CC)(C)C1=CC=C(C=C1)O 4-(1,1-dimethylpropyl)phenol